N-[1-(cyclobutylmethyl)-3-(difluoromethyl)-1H-pyrazol-4-yl]-2-(1H-pyrazol-4-yl)-1,3-thiazole-4-carboxamide C1(CCC1)CN1N=C(C(=C1)NC(=O)C=1N=C(SC1)C=1C=NNC1)C(F)F